C(CCCC)(=O)C1=CC=C(C=C1)NC(=O)C=1C(N(C2=CC=CC=C2C1O)CCCCC)=O 4-hydroxy-2-oxo-1-pentyl-1,2-dihydroquinoline-3-carboxylic acid (4-pentanoyl-phenyl)-amide